N-(4-(3-oxo-3-(phenylamino)propyl)-1-(pyridin-4-yl)-1H-imidazol-2-yl)-3-(1-((2-(trimethylsilyl)ethoxy)methyl)-1H-pyrazol-4-yl)benzamide O=C(CCC=1N=C(N(C1)C1=CC=NC=C1)NC(C1=CC(=CC=C1)C=1C=NN(C1)COCC[Si](C)(C)C)=O)NC1=CC=CC=C1